endo-8-[7-(4-fluoro-2-methyl-2H-indazol-5-yl)-5H-pyrrolo[2,3-b]pyrazin-3-yl]-8-azabicyclo[3.2.1]octan-3-amine FC=1C2=CN(N=C2C=CC1C1=CNC2=NC(=CN=C21)N2C1CC(CC2CC1)N)C